[Pd].ClC(C(C(=O)O)(CO)CO)(C)Cl Dichloro(dimethylolbutanoic acid) palladium